1-(2-fluoro-4-nitrophenyl)-N1,N2,N2-trimethylethane-1,2-diamine FC1=C(C=CC(=C1)[N+](=O)[O-])C(CN(C)C)NC